ClC1=CC=CC=2NC3=CC(=CC=C3C(C12)(C)C)OC 1-chloro-6-methoxy-9,9-dimethyl-9,10-dihydroacridine